FC(C(=O)O)(F)F.F[C@@H]1CN(CC[C@@H]1N1CCNCC1)C=1C=CC(=NC1C)C1C(NC(CC1)=O)=O 3-(5-((3R,4S)-3-fluoro-4-(piperazin-1-yl)piperidin-1-yl)-6-methylpyridin-2-yl)piperidine-2,6-dione 2,2,2-trifluoroacetate